5-methylsulfonylaminomethyl-2-methoxycarbonyl-benzenesulfonamide CS(=O)(=O)NCC=1C=CC(=C(C1)S(=O)(=O)N)C(=O)OC